1,3-pentanedione C(CC(CC)=O)=O